((2-(bis(pyridin-2-ylmethyl)amino)ethyl)(pyridin-2-ylmethyl)amino)ethan-1-ol N1=C(C=CC=C1)CN(CCN(CC1=NC=CC=C1)C(C)O)CC1=NC=CC=C1